NCC1=CC=C(C=C1)B(O)O [4-(Aminomethyl)phenyl]boronic acid